2,3,4-trimethoxybenzoyl chloride COC1=C(C(=O)Cl)C=CC(=C1OC)OC